benzyl 3-oxopiperidine-1-carboxylate O=C1CN(CCC1)C(=O)OCC1=CC=CC=C1